OC=1C=C(C#N)C=C(C1C1=CC=2OCCN(C2N=N1)[C@H]1[C@@H](CCCC1)O)C 3-hydroxy-4-[8-[(1R,2R)-2-hydroxycyclohexyl]-6,7-dihydropyridazino[4,3-b][1,4]oxazin-3-yl]-5-methyl-benzonitrile